N[C@H](C=1OC2=C(N1)C=C(C=C2)C(COC)N2C(N[C@@H](C2)C(F)(F)F)=O)[C@@H]2CC(CCC2)(F)F (4S)-1-(1-(2-((S)-amino((S)-3,3-difluorocyclohexyl)methyl)benzo[d]oxazol-5-yl)-2-methoxyethyl)-4-(trifluoromethyl)-imidazolidin-2-one